CC=1C(CCC(C1)(C)C)C(C=CC)=O 1-(2,4,4-trimethyl-2-cyclohexene-1-yl)-2-buten-1-one